2-(4-aminocyclohexyl)acetic acid ethyl ester hydrochloride Cl.C(C)OC(CC1CCC(CC1)N)=O